O=C1NC(CCC1N1C(C2=CC=C(C=C2C1=O)NCCC[C@@H]1C[C@@H](C1)N1N=CC(=C1)C1=NC2=CC=C(C=C2N=C1)C1CCOCC1)=O)=O 2-(2,6-dioxopiperidin-3-yl)-5-((3-(cis-3-(4-(6-(tetrahydro-2H-pyran-4-yl)quinoxalin-2-yl)-1H-pyrazol-1-yl)cyclobutyl)propyl)amino)isoindoline-1,3-dione